[Ga]=[Te].[Ag] silver gallium telluride